ethyl 4-chloro-7-(2,4-dimethoxybenzyl)-6-oxo-6,7-dihydro-5H-pyrrolo[2,3-d]pyrimidine-5-carboxylate ClC=1C2=C(N=CN1)N(C(C2C(=O)OCC)=O)CC2=C(C=C(C=C2)OC)OC